tert-butyl 4-(4-(4,6-dichloro-7H-pyrrolo[2,3-d]pyrimidin-7-yl)phenyl)-2-oxa-5-azabicyclo[4.1.0]heptane-5-carboxylate ClC=1C2=C(N=CN1)N(C(=C2)Cl)C2=CC=C(C=C2)C2COC1CC1N2C(=O)OC(C)(C)C